butyl {2-[(4,5-difluoro-1H-indol-3-yl)amino]-5-(trifluoromethyl)-1H-benzo[d]imidazol-1-yl}(methyl)carbamate FC1=C2C(=CNC2=CC=C1F)NC1=NC2=C(N1N(C(OCCCC)=O)C)C=CC(=C2)C(F)(F)F